OC1=CC=2C3=CC(=C(C=C3C3=CC(=C(C=C3C2C=C1OC1=CC=CC=C1)OC1=CC=CC=C1)OC1=CC=CC=C1)OC1=CC=CC=C1)OC1=CC=CC=C1 2-hydroxy-3,6,7,10,11-pentaphenoxytriphenylene